CC=1N=CSC1C 4,5-dimethylthiazol